ClC=1C(=NC(=NC1)NC1CNCCOC1)C1=CC=C2CN(C(C2=C1)=O)CC(=O)N[C@H](CO)C1=CC(=CC=C1)C 2-(6-{5-chloro-2-[(1,4-oxazepan-6-yl)amino]pyrimidin-4-yl}-1-oxo-2,3-dihydro-1H-isoindol-2-yl)-N-[(1S)-2-hydroxy-1-(3-methylphenyl)ethyl]acetamide